BrC=1N=C(C(=NC1)O[C@@H]1C[C@H](CCC1)C(=O)OC)C methyl (1S,3S)-3-((5-bromo-3-methylpyrazin-2-yl)oxy)cyclohexane-1-carboxylate